ethyl 3-(((1-(3-((1-(4-chloro-2-methoxyphenyl)-2-oxo-2-(6'-(trifluoromethoxy) spiro[cyclopropane-1,3'-indolin]-1'-yl) ethyl) amino)-5-methoxyphenyl) ethylidene) amino)oxy)propanoate ClC1=CC(=C(C=C1)C(C(N1CC2(C3=CC=C(C=C13)OC(F)(F)F)CC2)=O)NC=2C=C(C=C(C2)OC)C(C)=NOCCC(=O)OCC)OC